2-(6-methoxy-2-naphthyl)propionaldehyde COC=1C=C2C=CC(=CC2=CC1)C(C=O)C